7-((2S,5R)-4-(bis(4-fluorophenyl)methyl)-2,5-dimethylpiperazin-1-yl)-5-chloro-3H-imidazo[4,5-b]pyridine FC1=CC=C(C=C1)C(N1C[C@@H](N(C[C@H]1C)C1=C2C(=NC(=C1)Cl)NC=N2)C)C2=CC=C(C=C2)F